COC(C1=CC(=NC=C1)NC(=O)C1CC1)=O 2-(Cyclopropanecarboxamido)isonicotinic acid methyl ester